C(C)(C)(C)OC(=O)C1=NC(=CC=C1C1=C(C(=CC=C1)N(C(=O)C1(CCCCC1)C)C)C)N1CC2=C(C=CC=C2CC1)C(NC=1SC2=C(N1)C=CC=C2)=O 6-[8-(1,3-benzothiazol-2-ylcarbamoyl)-3,4-dihydroisoquinolin-2(1H)-yl]-3-(2-methyl-3-{methyl-[(1-methylcyclohexyl)carbonyl]amino}phenyl)pyridine-2-carboxylic acid tert-butyl ester